(R)-1-(3,5-difluorophenyl)-6-fluoro-4-oxo-7-(2-((pyridin-2-yloxy)methyl)pyrrolidin-1-yl)-1,4-dihydro-quinoline-3-carboxylic acid FC=1C=C(C=C(C1)F)N1C=C(C(C2=CC(=C(C=C12)N1[C@H](CCC1)COC1=NC=CC=C1)F)=O)C(=O)O